(E)-4-(4-chloro-2-methylphenyl)-2,4,7-trimethylocta-2,6-dienal ClC1=CC(=C(C=C1)C(/C=C(/C=O)\C)(CC=C(C)C)C)C